C1(=CC=CC=C1)P(=CC(=O)OC(C)(C)C)(C1=CC=CC=C1)C1=CC=CC=C1 tert-butyl 2-(triphenyl-lambda5-phosphanylidene)acetate